C(C)(C)(C)OC(=O)NC1(CN(CCC1)C(=O)OCC1=CC=CC=C1)C=O benzyl 3-((tert-butoxycarbonyl)amino)-3-formylpiperidine-1-carboxylate